C(CCC)C1=C(CC=C1)C butyl-1-methylcyclopent-1,3-diene